C(#N)C(CC1C(NCCC1)=O)NC(=O)C1N(C2CC(C1CC2)(F)F)C(C(C2=CC=CC=C2)O)=O N-(1-cyano-2-(2-oxopiperidin-3-yl)ethyl)-5,5-difluoro-2-(2-hydroxy-2-phenylacetyl)-2-azabicyclo[2.2.2]octane-3-carboxamide